NC=1C=C(C(=O)NCCN2C[C@@H](CC2)F)C=C(C1)C(F)(F)F 3-amino-N-[2-[(3R)-3-fluoropyrrolidin-1-yl]ethyl]-5-(trifluoromethyl)benzamide